8-(4,4-difluorocyclohexyl)-2,3-dimethyl-6-[(2S,4S)-2-(1-methylpyrazol-4-yl)tetrahydropyran-4-yl]pyrido[3,4-d]pyrimidin-4-one FC1(CCC(CC1)C1=NC(=CC2=C1N=C(N(C2=O)C)C)[C@@H]2C[C@H](OCC2)C=2C=NN(C2)C)F